3-(3-cyclopropyl-2-fluoro-phenoxy)-N-[2-(3,4-dimethylphenyl)-2,2-difluoro-ethyl]-5-methyl-pyridazine-4-carboxamide C1(CC1)C=1C(=C(OC=2N=NC=C(C2C(=O)NCC(F)(F)C2=CC(=C(C=C2)C)C)C)C=CC1)F